NCC1=CN=NN1[C@@H](CC(=O)OC)CC1=CNC2=CC=CC=C12 Methyl (3R)-3-[5-(aminomethyl)triazol-1-yl]-4-(1H-indol-3-yl)butanoate